ClC=1C(=C(C=C2C=C(N=CC12)NC(=O)OC1COCC1)C1=C(C2=C(OCCN2C(=O)OC(C)(C)C)N=C1)C)F tert-Butyl 7-[8-chloro-7-fluoro-3-(tetrahydrofuran-3-yloxycarbonylamino)-6-isoquinolyl]-8-methyl-2,3-dihydropyrido[2,3-b][1,4]oxazine-1-carboxylate